NCC1(CCN(CC1)C=1N=CC(=NC1)SC=1C(=C(C=CC1)NC(=O)NS(=O)(=O)C)Cl)C N-((3-((5-(4-(aminomethyl)-4-methylpiperidin-1-yl)pyrazin-2-yl)thio)-2-chlorophenyl)carbamoyl)methanesulfonamide